ClC=1C=C(C=CC1F)C(C=1NC(=CN1)S(=O)(=O)N1CCC(CC1)N)C1=CC(=C(C=C1)F)Cl 1-((2-(bis(3-chloro-4-fluorophenyl)methyl)-1H-imidazol-5-yl)sulfonyl)piperidin-4-amine